FC=1C=CC(=NC1C)C1=NNC=C1C1=NC2=CC(=CN=C2C=C1)C1=NN2C(NCCC2)=C1 2-[3-(5-fluoro-6-methyl-2-pyridyl)-1H-pyrazol-4-yl]-7-(4,5,6,7-tetrahydropyrazolo[1,5-a]pyrimidin-2-yl)-1,5-naphthyridine